OC1=C(C=CC(=C1)[N+](=O)[O-])N=NC1=C(C=CC2=CC=CC=C12)O 1-((2-Hydroxy-4-nitrophenyl)diazenyl)naphthalen-2-ol